3α-Acetoxy-4β-fluoro-6α-ethyl-7α-hydroxyl-5β-cholan-24-oyl azide C(C)(=O)O[C@H]1[C@@H]([C@H]2[C@H]([C@H]([C@H]3[C@@H]4CC[C@H]([C@@H](CCC(=O)N=[N+]=[N-])C)[C@]4(CC[C@@H]3[C@]2(CC1)C)C)O)CC)F